ONC(CCCN(CCNC(=O)C1=C(NC2=CC=CC=C12)C)C)=O N-(2-((4-(Hydroxyamino)-4-oxobutyl)(methyl)amino)ethyl)-2-methyl-1H-indole-3-carboxamide